1-[1-[5-[2-[1-[2-[4-[1-(2,6-dioxo-3-piperidyl)-2-oxo-benzo[cd]indol-6-yl]-1-piperidyl]acetyl]-4-piperidyl]ethynyl]-1-naphthyl]ethyl]-N-[(3-fluorophenyl)methyl]piperidine-4-carboxamide O=C1NC(CCC1N1C(C2=C3C(C(=CC=C13)C1CCN(CC1)CC(=O)N1CCC(CC1)C#CC1=C3C=CC=C(C3=CC=C1)C(C)N1CCC(CC1)C(=O)NCC1=CC(=CC=C1)F)=CC=C2)=O)=O